Copper Cysteinate N[C@@H](CS)C(=O)[O-].[Cu+2].N[C@@H](CS)C(=O)[O-]